2H-imidazol N=1CN=CC1